N-(3-methoxybenzyl)-2-((4-methylpiperazin-1-yl)methyl)-N-(4-(pyrrolidin-1-yl)benzyl)pyridin-4-amine COC=1C=C(CN(C2=CC(=NC=C2)CN2CCN(CC2)C)CC2=CC=C(C=C2)N2CCCC2)C=CC1